NC1=CC(=C(C=N1)C(F)(F)F)C 6-amino-4-methyl-3-(trifluoromethyl)pyridin